C(C1=CC=CC=C1)OC(=O)N1CC2=CC=C(C=C2CC1)C(=O)C=1SC=C(C1C(=O)O)F 2-(2-((benzyloxy)carbonyl)-1,2,3,4-tetrahydroisoquinoline-6-carbonyl)-4-fluorothiophene-3-carboxylic acid